ClCOC(CC1CCCCC1)=O 2-Cyclohexylacetic acid chloromethyl ester